C(C)(C)(C)OC(NC1=NC(=C(C=C1)NC(=O)C1=CSC=C1)C)=O (6-methyl-5-(thiophene-3-carboxamido)pyridin-2-yl)carbamic acid tert-butyl ester